FC=1C=C(C=CC1)C=1N=NN(C1)[C@@H]1[C@H]([C@@H](O[C@@H]([C@@H]1O)CO)C(=O)N1CCN(CC1)C1=NC=C(C=C1)O)OC ((2R,3R,4S,5R,6R)-4-(4-(3-fluorophenyl)-1H-1,2,3-triazol-1-yl)-5-hydroxy-6-(hydroxymethyl)-3-methoxytetrahydro-2H-pyran-2-yl)(4-(5-hydroxypyridin-2-yl)piperazin-1-yl)methanone